CS(=O)(=O)CC1=CC=C(C=N1)C1(CCC2=NC3=C(N21)C=CC=C3)C3=CC=CC=C3 (6-(methylsulfonylmethyl)-3-pyridyl)-1-phenyl-2,3-dihydro-1H-pyrrolo[1,2-a]benzimidazole